C(CCCCCCC)(=O)O.C(CCCCCCC)(=O)O caprylic acid (octanoate)